Para-isopropyl-tolueneEthanesulfonic acid 2-[4-(4-cyclopropyl-1-methyl-6-oxo-1,6-dihydro-pyridin-3-yl)-pyrazol-1-yl]-benzoylamide C1(CC1)C=1C(=CN(C(C1)=O)C)C=1C=NN(C1)C1=C(C(=O)NS(=O)(=O)CCCC2=CC=C(C=C2)C(C)C)C=CC=C1